C[C@H]1[C@H](CCCC1)C1=NC=CC2=CC=CC=C12 ((1S,2R)-2-methylcyclohexyl)isoquinolin